2-methyl-5-(trifluoromethyl)phenylboronic acid CC1=C(C=C(C=C1)C(F)(F)F)B(O)O